isobutylpyrazin C(C(C)C)C1=NC=CN=C1